FC1(CCC(CC1)NC=1N=CC2=C(N1)NC=C2C2=CC=1N(C=C2)N=CC1C(=O)NC1CCOCC1)F 5-(2-((4,4-difluorocyclohexyl)amino)-7H-pyrrolo[2,3-d]pyrimidin-5-yl)-N-(tetrahydro-2H-pyran-4-yl)pyrazolo[1,5-a]pyridine-3-carboxamide